bromo-1-methyl-1,4-dihydro-2H-benzo[d][1,3]oxazin-2-one BrC1C2=C(N(C(O1)=O)C)C=CC=C2